6-(benzyloxy)-4-oxo-N-(p-toluenesulfonyl)-4H-chromene-2-carboxamide C(C1=CC=CC=C1)OC=1C=C2C(C=C(OC2=CC1)C(=O)NS(=O)(=O)C1=CC=C(C)C=C1)=O